[As].CC1=CC=CC=C1 methyl-benzene arsenic